(2-{[(4aS,7aR)-1-methyl-octahydro-1H-cyclopenta[b]pyridin-4a-yl]methoxy}-8-fluoro-4-(morpholin-4-yl)quinazolin-7-yl)-5-ethylnaphthalen-2-ol CN1[C@H]2[C@@](CCC1)(CCC2)COC2=NC1=C(C(=CC=C1C(=N2)N2CCOCC2)C2=C(C=CC1=C(C=CC=C21)CC)O)F